5-bromo-2-((tetrachloro-λ5-phosphanyl)amino)pyridine-3-sulfonyl chloride BrC=1C=C(C(=NC1)NP(Cl)(Cl)(Cl)Cl)S(=O)(=O)Cl